ethyl 2-(6-bromo-2-fluoro-3-methoxyphenyl)cyclopropane-1-carboxylate BrC1=CC=C(C(=C1C1C(C1)C(=O)OCC)F)OC